CS(=O)(=O)OC1=NC(=C(N=C1)C1=C(C(=CC=C1)Cl)Cl)NC(=O)OC(C)(C)C (6-((tert-butoxycarbonyl) amino)-5-(2,3-dichlorophenyl) pyrazin-2-yl) methanesulfonate